allyldimethylamine C(C=C)N(C)C